C1(=CC=C(C=C1)C1=CC=2C(=NN(N2)C2=CC=C(C=C2)Cl)C=C1)C1=CC=CC=C1 5-(biphenyl-4-yl)-2-(4-chlorophenyl)-2H-benzotriazole